FC1=C(COC2=NC(=CC=C2)C2CCNCC2)C=CC(=C1)F 2-((2,4-difluorobenzyl)oxy)-6-(piperidin-4-yl)pyridine